2-(2-chloropyridin-4-yl)-5-methyl-7-(2,2,2-trifluoroethyl)-1,5,6,7-tetrahydro-4H-pyrrolo[3,2-c]pyridin-4-one ClC1=NC=CC(=C1)C1=CC=2C(N(CC(C2N1)CC(F)(F)F)C)=O